C1(=CC=CC=C1)C(C1=CC=CC=C1)=NC1=CC=C(N=N1)N1C[C@H](N([C@H](C1)C)C(=O)OC(C)(C)C)C tert-butyl (2R,6S)-4-(6-((diphenylmethylene)amino) pyridazin-3-yl)-2,6-dimethylpiperazine-1-carboxylate